(2s,4s)-2-(2-(3-(tert-butyl)phenyl)-6-azaspiro[3.4]octane-6-carbonyl)-7-oxa-5-azaspiro[3.4]octan-6-one C(C)(C)(C)C=1C=C(C=CC1)C1CC2(C1)CN(CC2)C(=O)C2CC1(C2)NC(OC1)=O